(2S,6R)-6-(4-benzoylamino-2-oxo-pyrimidin-1-yl)-2-[[bis(4-methoxyphenyl)-phenyl-methoxy]methyl]-2-(triisopropylsilyloxymethyl)morpholine-4-carboxylic acid 9H-fluoren-9-ylmethyl ester C1=CC=CC=2C3=CC=CC=C3C(C12)COC(=O)N1C[C@@](O[C@H](C1)N1C(N=C(C=C1)NC(C1=CC=CC=C1)=O)=O)(CO[Si](C(C)C)(C(C)C)C(C)C)COC(C1=CC=CC=C1)(C1=CC=C(C=C1)OC)C1=CC=C(C=C1)OC